5-butyl 1-cyclohexyl ((4-nitrophenoxy)(phenoxy)phosphoryl)-L-glutamate [N+](=O)([O-])C1=CC=C(OP(=O)(OC2=CC=CC=C2)N[C@@H](CCC(=O)OCCCC)C(=O)OC2CCCCC2)C=C1